CN(CCOC(=O)C1=C(C=C(C=C1)C1=CC=CC=C1)N1C(C2=CC=C(C=C2C1=O)C1=NN=NN1)=O)C 3-[1,3-Dioxo-5-(1H-tetrazol-5-yl)-1,3-dihydroisoindol-2-yl]biphenyl-4-carboxylic acid 2-dimethylamino-ethyl ester